BrC1=CC(=C(C(=O)NC=2C=C3C(=C(N2)N2CCC(CC2)(F)F)OCC3)C(=C1)C1=CCC3(CC3)CC1)F 4-Bromo-N-(7-(4,4-difluoropiperidin-1-yl)-2,3-dihydrofuro[2,3-c]pyridin-5-yl)-2-fluoro-6-(spiro[2.5]oct-5-en-6-yl)benzamide